monoethyl chloride C(C)Cl